FC=1C=C(C=C2C(=C(C(=NC12)N1CCC(CC1)NC1CCOCC1)C1=NC(=NO1)C)C)C(C)=O 1-(8-fluoro-4-methyl-3-(3-methyl-1,2,4-oxadiazol-5-yl)-2-(4-((tetrahydro-2H-pyran-4-yl)amino)-piperidin-1-yl)quinolin-6-yl)ethan-1-one